9,10-didehydro-6-allyl-N,N-diethylergoline-8β-carboxamide C(C=C)N1C[C@@H](C=C2C=3C=CC=C4NC=C(C[C@@H]12)C34)C(=O)N(CC)CC